OCC1(CCN(CC1)C(=O)OCC1=CC=CC=C1)N1N=CC(=C1)B1OC(C(O1)(C)C)(C)C benzyl 4-(hydroxymethyl)-4-[4-(4,4,5,5-tetramethyl-1,3,2-dioxaborolan-2-yl) pyrazol-1-yl]piperidine-1-carboxylate